2-chloro-6,7-dihydro-5H-cyclopenta[b]pyridine-7-carboxylic acid methyl ester COC(=O)C1CCC=2C1=NC(=CC2)Cl